4-aminothiophene-2,3-dicarboxylic acid dimethyl ester hydrochloride Cl.COC(=O)C=1SC=C(C1C(=O)OC)N